(+/-)-N1,N1-dimethyl-N4-(2-(2-methylpiperidin-1-yl)phenyl)benzene-1,4-disulfonamide CN(S(=O)(=O)C1=CC=C(C=C1)S(=O)(=O)NC1=C(C=CC=C1)N1[C@@H](CCCC1)C)C |r|